4-benzylidene-2-methyldec-2-en-1-ol C(C1=CC=CC=C1)=C(C=C(CO)C)CCCCCC